7-bromo-8-fluoro-6-methyl-2H-benzo[d][1,3]oxazine-2,4(1H)-dione BrC=1C(=CC2=C(NC(OC2=O)=O)C1F)C